methyl 3-(9-((4-(aminomethyl)-2-isopropyl-6-methylphenyl)carbamoyl)-4,5-dihydrobenzo[b]thieno[2,3-d]oxepin-8-yl)-6-(propylcarbamoyl)picolinate NCC1=CC(=C(C(=C1)C)NC(=O)C1=CC2=C(OCCC3=C2SC=C3)C=C1C=1C(=NC(=CC1)C(NCCC)=O)C(=O)OC)C(C)C